CC1=NC(=CC(=N1)N1C[C@@H](CC1)C(C(=O)N)C)NC=1SC(=CN1)C1=CC=NC=C1 ((S)-1-[2-methyl-6-[[5-(4-pyridyl)thiazol-2-yl]amino]pyrimidin-4-yl]pyrrolidin-3-yl)propanamide